(S)-4-(1-(5-(6-chloro-7-fluoro-3-(1H-imidazol-1-yl)-5-methoxy-1-methyl-1H-indol-2-yl)-4H-1,2,4-triazol-3-yl)-2-methoxyethyl)morpholine ClC1=C(C=C2C(=C(N(C2=C1F)C)C=1NC(=NN1)[C@@H](COC)N1CCOCC1)N1C=NC=C1)OC